3,5-Divinylbenzonitrile C(=C)C=1C=C(C#N)C=C(C1)C=C